2-Chloro-N-prop-2-ynyl-benzenesulfonamide ClC1=C(C=CC=C1)S(=O)(=O)NCC#C